CN(S(=O)(=O)C1CCNCC1)C N,N-dimethyl-piperidine-4-sulfonamide